(2R,3R,4S,5R)-2-(2-chloro-4-(cyclopentylamino)pyrrolo[2,1-f][1,2,4]triazin-7-yl)-3,4-dihydroxy-5-(hydroxymethyl)tetrahydrofuran-2-carbonitrile ClC1=NN2C(C(=N1)NC1CCCC1)=CC=C2[C@@]2(O[C@@H]([C@H]([C@H]2O)O)CO)C#N